Methoxy-2-methylbenzoate COC=1C(=C(C(=O)[O-])C=CC1)C